5'-chloro-N-[(1S,3R)-3-fluorocyclopentyl]-7'-oxo-7',8'-dihydro-6'H-spiro[cyclohexane-1,9'-furo[2,3-f]quinazoline]-2'-carboxamide ClC=1C=C2C(=C3C4(NC(NC13)=O)CCCCC4)OC(=C2)C(=O)N[C@@H]2C[C@@H](CC2)F